2,3,4,5-tetrafluoro-N-(3-fluoro-4-methoxyphenyl)-6-(2-fluoroethoxy)benzenesulfonamide FC1=C(C(=C(C(=C1F)F)F)OCCF)S(=O)(=O)NC1=CC(=C(C=C1)OC)F